FC1(C[C@@H](N(C1)C1=C(C(=NC=N1)NCC1(CCN(CC1)CC(=O)N)O)F)C1=CC=C(C=C1)C(F)(F)F)F (R)-2-(4-(((6-(4,4-difluoro-2-(4-(trifluoromethyl)phenyl)pyrrolidin-1-yl)-5-fluoropyrimidin-4-yl)amino)methyl)-4-hydroxypiperidin-1-yl)acetamide